ClC=1C=C(C=C(C1OCC(CCl)O)Cl)C(C)(C)C1=CC=C(OCC(CN(C(C)=O)S(=O)(=O)C)O)C=C1 N-(3-(4-(2-(3,5-dichloro-4-(3-chloro-2-hydroxypropoxy)phenyl)propan-2-yl)phenoxy)-2-hydroxypropyl)-N-(methylsulfonyl)acetamide